O=C1NC(CCC1N1C(C2=CC=CC(=C2C1=O)OCCOCCOCCOCCC(=O)OC(C)(C)C)=O)=O tert-butyl 3-(2-(2-(2-((2-(2,6-dioxopiperidin-3-yl)-1,3-dioxoisoindolin-4-yl)oxy)ethoxy)ethoxy)ethoxy)propanoate